ClC1=CC=C(C=C1)C1=C(N(N=N1)C)CN1N=CC(=CC1=O)N1CC(C1)OCC(F)(F)F 2-[[5-(4-chlorophenyl)-3-methyl-triazol-4-yl]methyl]-5-[3-(2,2,2-trifluoro-ethoxy)azetidin-1-yl]pyridazin-3-one